The molecule is a carotenoic acid that is the 6'-monomethyl ester of 9'-cis-6,6'-diapocarotene-6,6'-dioic acid. It has a role as an antioxidant, an insulin-sensitizing drug, a biological pigment, an anti-inflammatory agent, a food colouring and an apoptosis inducer. It is a carotenoic acid, a dicarboxylic acid monoester and a methyl ester. C/C(=C\\C=C\\C=C(/C)\\C=C\\C=C(\\C)/C=C/C(=O)OC)/C=C/C=C(\\C)/C=C/C(=O)O